2-(4-Chloro-9-oxo-spiro[5-thia-1,10-diazatricyclo[6.4.0.02,6]dodeca-2(6),3,7-triene-12,1'-cyclopropane]-10-yl)-N-(5-methyl-1,2,4-thiadiazol-3-yl)acetamide ClC1=CC=2N3C(=CC2S1)C(N(CC31CC1)CC(=O)NC1=NSC(=N1)C)=O